BrCC1C(CCC1)CBr 1,2-dibromomethyl-cyclopentane